8-cyanoisoquinolin C(#N)C=1C=CC=C2C=CN=CC12